CC(CCCN)C(C(CCCN)C)C 4,5,6-trimethyl-1,9-nonanediamine